methyl-N-piperazinyl-dithiocarbamic acid zinc [Zn].CN(C(S)=S)N1CCNCC1